(2S,3R)-2-(benzyloxycarbonylamino)-3-cyclopropyl-4-(1-methylcyclopropyl)butanoic acid C(C1=CC=CC=C1)OC(=O)N[C@H](C(=O)O)[C@H](CC1(CC1)C)C1CC1